N-[3-(diethylamino)propyl]-2-[1-[(2,3-difluorophenyl)methyl]-5-oxopyrrolidin-2-yl]acetamid C(C)N(CCCNC(CC1N(C(CC1)=O)CC1=C(C(=CC=C1)F)F)=O)CC